N1C=NC=C1C[C@@H]1N(C[C@@H](N(C[C@@H](N(C[C@@H](N(C1)CC(=O)O)CC1=CN=CN1)CC(=O)O)CC1=CN=CN1)CC(=O)O)CC1=CN=CN1)CC(=O)O 2,2',2'',2'''-((2S,5S,8S,11S)-2,5,8,11-tetrakis((1H-imidazol-5-yl)methyl)-1,4,7,10-tetraazacyclododecane-1,4,7,10-tetrayl)tetraacetic acid